4-[5-chloro-2-(4-bromo-1H-1,2,3-triazol-1-yl)phenyl]-6-methoxypyrimidine ClC=1C=CC(=C(C1)C1=NC=NC(=C1)OC)N1N=NC(=C1)Br